3-(2'-ethylhexyl)thiophene tert-Butyl-2-methyl-5-oxo-5,7-dihydrospiro[cyclopenta[b]pyridine-6,4'-piperidine]-1'-carboxylate C(C)(C)(C)OC(=O)N1CCC2(CC1)C(C=1C(=NC(=CC1)C)C2)=O.C(C)C(CC2=CSC=C2)CCCC